FC1(CCN(CCC1)C1=NC2=CC=CC=C2C=C1C=1NC=2C=CN=C(C2C(C1OC)=O)C(=O)N)F 2-[2-(4,4-difluoroazepan-1-yl)-3-quinolinyl]-3-methoxy-4-oxo-1H-1,6-naphthyridine-5-carboxamide